ClC1=CC(=C(COC2=CC=CC(=N2)C2=C(C=C(CC3=NC4=C(N3CC3(CC3)CC#N)C=C(C=C4)C(=O)OC)C=C2)F)C=C1)OC Methyl 2-(4-(6-((4-chloro-2-methoxybenzyl)oxy)pyridin-2-yl)-3-fluorobenzyl)-1-((1-(cyanomethyl)cyclopropyl)methyl)-1H-benzo[d]imidazole-6-carboxylate